3-(5-acetamido-2-chloro-phenyl)-1,4-oxazepan-4-carboxylic acid tert-butyl ester C(C)(C)(C)OC(=O)N1C(COCCC1)C1=C(C=CC(=C1)NC(C)=O)Cl